CC1=C(N=C(N1)C1=NC=CC(=C1)C=1C=NC=C(C1)S(=O)(=O)C)C(=O)N1C[C@@H](CC1)O (3R)-1-({5-Methyl-2-[5-(methylsulfonyl)-3,4'-bipyridin-2'-yl]-1H-imidazol-4-yl}carbonyl)pyrrolidin-3-ol